4-(5-cyclopropyl-7-tosyl-7H-pyrrolo[2,3-d]pyrimidin-4-yl)-2-methylpiperazine-1-carboxylic acid tert-butyl ester C(C)(C)(C)OC(=O)N1C(CN(CC1)C=1C2=C(N=CN1)N(C=C2C2CC2)S(=O)(=O)C2=CC=C(C)C=C2)C